NC=1SC2=C(N1)CCCC2 2-amino-4,5,6,7-tetrahydrobenzothiazole